[Cl-].[Cl-].C1(C=CC=C1)[Hf+2]C1(C=CC=C1)C (cyclopentadienyl)(methylcyclopentadienyl)hafnium dichloride